1-t-Butoxycarbonyl-5-(6-cyclopropanecarboxamidopyrimidin-4-ylamino)-6-ethoxyindazole C(C)(C)(C)OC(=O)N1N=CC2=CC(=C(C=C12)OCC)NC1=NC=NC(=C1)NC(=O)C1CC1